FC1=C(C=C(C(=C1)C)C=1C=C(C=2N(C1)C=CN2)N2CCOCC2)NC(=O)[C@H]2CN(CC2)C(C)C (3R)-N-{2-fluoro-4-methyl-5-[8-(morpholin-4-yl)imidazo[1,2-a]pyridin-6-yl]phenyl}-1-isopropylpyrrolidine-3-carboxamide